N1=C(C=CC=C1)CC=O 2-(pyridin-2-yl)ethane-1-one